nicotine 2,4-dimethyl-1,3-dioxolane-2-carboxylate CC1(OCC(O1)C)C(=O)O.N1=CC=CC(=C1)C1N(C)CCC1